O1C(=CC=C1C(=O)O)C(=O)O.C=C.C=C diethylene 2,5-furandicarboxylate